5-((2-fluorobenzyl)oxy)-6-(4-fluorophenyl)isoindolin-1-one FC1=C(COC=2C=C3CNC(C3=CC2C2=CC=C(C=C2)F)=O)C=CC=C1